C1CN(C[C@@H]2N1C1=CC=C(N=C1CC2)C(=O)OC)C(=O)OCC2=CC=CC=C2 3-benzyl 8-methyl (R)-1,2,4,4a,5,6-hexahydro-3H-pyrazino[1,2-a][1,5]naphthyridine-3,8-dicarboxylate